FC=1C=C2C(=NC1)NC=C2/C=C/C(=O)N[C@@H]2[C@H](C1CCC2CC1)C(=O)O (1R,2S,3S,4R)-3-((E)-3-(5-fluoro-1H-pyrrolo[2,3-b]pyridin-3-yl)acrylamido)bicyclo[2.2.2]octane-2-carboxylic acid